5-[2-(2-hydroxyethyl)-2,7-diazaspiro[3.5]nonan-7-yl]-5-[3-[4-(trifluoromethoxy)anilino]phenyl]hexahydropyrimidine-2,4,6-trione OCCN1CC2(C1)CCN(CC2)C2(C(NC(NC2=O)=O)=O)C2=CC(=CC=C2)NC2=CC=C(C=C2)OC(F)(F)F